BrC=1C=C2C(=NC1)C(=NN2C(F)(F)F)C 6-bromo-3-methyl-1-(trifluoromethyl)-1H-pyrazolo[4,3-b]pyridine